2-(2-{5-[(azetidine-1-carbonyl)amino]-2-fluorophenyl}-2H-pyrazolo[3,4-b]pyridin-5-yl)pyrrolidine-1-carboxylic acid tert-butyl ester C(C)(C)(C)OC(=O)N1C(CCC1)C1=CC=2C(N=C1)=NN(C2)C2=C(C=CC(=C2)NC(=O)N2CCC2)F